(S)-2-aminopropanesulfonic acid N[C@H](CS(=O)(=O)O)C